ClC1=CN(C2=CC=C(C=C12)CNC(C(=O)O)C)C1=NOC(=N1)C1=C(C=C(C=C1)OC(C)C)F (((3-chloro-1-(5-(2-fluoro-4-isopropoxyphenyl)-1,2,4-oxadiazol-3-yl)-1H-indol-5-yl)methyl)amino)propionic acid